CN([C@@H](CCCNC(N)=N)C(=O)O)C N,N-dimethylarginine